1-(2-(1-methylpiperidin-4-yl)ethyl)-6-nitro-1H-indazole CN1CCC(CC1)CCN1N=CC2=CC=C(C=C12)[N+](=O)[O-]